CN1C(=NN=C1)CC(C)C1=CC(=NC=C1)N1C(C2=CC=CC(=C2C1)C(F)(F)F)=O 2-(4-(1-(4-methyl-4H-1,2,4-triazol-3-yl)propan-2-yl)pyridin-2-yl)-4-(trifluoromethyl)isoindolin-1-one